bis(thien-2-yl)thieno[3,2-b]thiophene S1C(=CC=C1)C=1C2=C(SC1C=1SC=CC1)C=CS2